FC1=C(C(=CC=C1)F)C1=C(C=CC(=N1)C(=O)OC)F methyl 6-(2,6-difluorophenyl)-5-fluoropyridine-2-carboxylate